(7R,14R)-11-(2-bromo-1,1-difluoroethoxy)-1-chloro-6-(methyl-d3)-6,7-dihydro-7,14-methanobenzo[f]benzo[4,5]imidazo[1,2-a][1,4]diazocin-5(14H)-one BrCC(OC1=CC2=C(N=C3N2[C@H]2C4=C(C(N([C@@H]3C2)C([2H])([2H])[2H])=O)C=CC=C4Cl)C=C1)(F)F